C(C)(C)(C)OC(=O)N1[C@@H]2[C@H](NC[C@H]1CC2)CO.FC(C(C(C(C(F)(F)F)(C(F)(F)F)F)(F)F)(F)F)(F)F perfluoroisohexane tert-butyl-(1S,2S,5R)-2-(hydroxymethyl)-3,8-diazabicyclo[3.2.1]octane-8-carboxylate